COC(C1=C(C=C(C=C1F)CCN1N(C=CC1=O)CCC(O)C1=CC(=CC=C1)Br)F)=O 4-(2-(2-(3-(3-bromophenyl)-3-hydroxypropyl)-5-oxopyrazol-1-yl)ethyl)-2,6-difluorobenzoic acid methyl ester